N-(2-fluoro-3-trifluoromethylbenzyl)carboxamid FC1=C(CNC=O)C=CC=C1C(F)(F)F